CC1C(N(C2CC1C2)C(=O)C2=NC(=CC=C2N2N=CC=N2)C)CNC2=NC1=CC=CC=C1C=C2 N-({4-methyl-2-[6-methyl-3-(2H-1,2,3-triazol-2-yl)pyridine-2-carbonyl]-2-azabicyclo[3.1.1]hept-3-yl}methyl)quinolin-2-amine